CC(C(=O)OC=1C=CC2=C(C1)OC(C=1C2N2N(CC1)C(N(C2=O)C2=CC=C(C=C2)C(C)=O)=O)(C)C)(CC)C 2-(4-acetylphenyl)-7,7-dimethyl-1,3-dioxo-2,3,5,12b-tetrahydro-1H,7H-chromeno[4,3-c][1,2,4]triazolo[1,2-a]pyridazin-10-yl 2,2-dimethylbutanoate